N-(8,9-difluoro-6-oxo-1,4,5,6-tetrahydro-2H-pyrano[3,4-c]isoquinolin-1-yl)-N-methylindolizine-7-carboxamide FC=1C(=CC=2C3=C(NC(C2C1)=O)COCC3N(C(=O)C=3C=CN1C=CC=C1C3)C)F